diethyl-trans-1-benzylpyrrolidine-2,5-dicarboxylic acid C(C)[C@@]1(CC[C@@](N1CC1=CC=CC=C1)(C(=O)O)CC)C(=O)O